C(C)(C)(C)OC(=O)N1C[C@H]([C@H](CC1)N)F.ClC1=C(C=CC=C1NC(C1=NC=C(C=C1)CN1CC(CCC1)(F)F)=O)C1=C(C(=CC=C1)NC(C1=NC=C(C=C1)C=O)=O)C N-(2'-chloro-3'-(5-((3,3-difluoropiperidin-1-yl)methyl)picolinamido)-2-methyl-[1,1'-biphenyl]-3-yl)-5-formylpicolinamide tert-butyl-(3R,4S)-4-amino-3-fluoropiperidine-1-carboxylate